FC1=C(C(=O)NC2=NOC=C2)C=C(C(=C1)C)C=1C=NC(=C(C1)C=1C=NN(C1)C)NCCO 2-fluoro-5-(6-((2-hydroxyethyl)amino)-5-(1-methyl-1H-pyrazol-4-yl)pyridin-3-yl)-N-(isoxazol-3-yl)-4-methylbenzamide